FC(C=1N=CC=2N(C1)C(=CN2)C2=NC=CC(=N2)N2CCOCCC2)(F)F 4-(2-(6-(trifluoromethyl)imidazo[1,2-a]pyrazin-3-yl)pyrimidin-4-yl)-1,4-oxaazepan